OC(=O)C(F)(F)F.ClC1=CC(=C(COC=2C=C(C=CC2F)N2C(CNCC2)=O)C=C1)F 1-(3-((4-chloro-2-fluorobenzyl)oxy)-4-fluorophenyl)piperazin-2-one TFA salt